(7R,14R)-11-[2-(2-aminopropan-2-yl)pyrimidin-5-yl]-1-(difluoromethoxy)-6,7-dimethyl-6,7-dihydro-7,14-methanobenzimidazo[1,2-b][2,5]benzodiazocin-5(14H)-one NC(C)(C)C1=NC=C(C=N1)C=1C=CC2=C(C1)N1[C@H]3C4=C(C(N([C@@](C1=N2)(C3)C)C)=O)C=CC=C4OC(F)F